N[C@@H](C(=O)N[C@@H](C(=O)N[C@@H](C(=O)N1CCC(CC1)(C(=O)OC)NC(=O)OC(C)(C)C)CCCCNC(=O)OC(C)(C)C)CC(C)C)CC1=CC=CC=C1 Methyl 1-[(2R)-2-[(2R)-2-[(2R)-2-amino-3-phenylpropionylamino]-4-methylpentanoylamino]-6-[(tert-butoxycarbonyl)amino]hexanoyl]-4-[(tert-butoxycarbonyl)amino]piperidine-4-carboxylate